2-(7,8-dihydro-6H-pyrazolo[4,5,1-ij]quinolin-2-yl)propan-2-amine N1=C(C=2C=CC=C3CCCN1C23)C(C)(C)N